1-(2-methoxyethyl)-1,2,3,4-tetrahydroquinoxaline COCCN1CCNC2=CC=CC=C12